Cl.P(=O)(OC(C)(C)C)(OC(C)(C)C)OC1=C2C(=CNC2=CC=C1)CCN(C)C Di-tert-butyl [3-[2-(dimethylamino)ethyl]-1H-indol-4-yl] phosphate HCl salt